FC(N1N=CC2=CC=C(C=C12)COC1=CC=CC(=N1)C1CCN(CC1)CC1=NC2=C(N1C[C@H]1OCC1)C=C(C=C2)C(=O)O)F (S)-2-((4-(6-((1-(difluoromethyl)-1H-indazol-6-yl)methoxy)pyridine-2-yl)piperidin-1-yl)methyl)-1-(oxetan-2-ylmethyl)-1H-benzo[d]imidazole-6-carboxylic acid